4-(2-hydroxyethylsulfonylamino)-2-(6-azaspiro[2.5]octane-6-yl)benzeneFormamide OCCS(=O)(=O)NC1=CC(=C(C=C1)C(=O)N)N1CCC2(CC2)CC1